methyl (S)-2-(3-((6-((1-(5-(tert-butyl)-2-fluorophenyl)ethyl)carbamoyl)-1-isobutyl-2-methyl-1H-indol-3-yl)methyl)phenoxy)-2-methylpropanoate C(C)(C)(C)C=1C=CC(=C(C1)[C@H](C)NC(=O)C1=CC=C2C(=C(N(C2=C1)CC(C)C)C)CC=1C=C(OC(C(=O)OC)(C)C)C=CC1)F